Hexaglycerylpalmitat C(C(O)CO)C(C(C(C(=O)[O-])(CC(O)CO)CC(O)CO)(CC(O)CO)CC(O)CO)(CCCCCCCCCCCC)CC(O)CO